3-acetyl-2-deoxy-D-glucopyranosyl chloride C(C)(=O)[C@]1(CC(O[C@@H]([C@H]1O)CO)Cl)O